4-tert-butyl-N,N-dimethylanilinium hydrochloride Cl.C(C)(C)(C)C1=CC=C([NH+](C)C)C=C1